C1(=CC=CC=C1)S(=O)(=O)OC1=C(C=CC=C1)NC(=O)NC1=C(C=CC=C1)OS(=O)(=O)C1=CC=C(C=C1)OC N-[2-(phenylsulfonyloxy)phenyl]-N'-[2-(p-methoxyphenylsulfonyloxy)phenyl]urea